CC(=O)N[C@@H]1[C@H]([C@@H]([C@H](O[C@H]1O)CO)O[C@H]2[C@@H]([C@H]([C@@H]([C@H](O2)CO)O[C@H]3[C@H]([C@H]([C@@H]([C@H](O3)CO[C@@H]4[C@H]([C@H]([C@@H]([C@H](O4)CO[C@@H]5[C@H]([C@H]([C@@H]([C@H](O5)CO)O)O)O)O)O[C@@H]6[C@H]([C@H]([C@@H]([C@H](O6)CO)O)O)O)O)O)O[C@@H]7[C@H]([C@H]([C@@H]([C@H](O7)CO[C@@H]8[C@H]([C@H]([C@@H]([C@H](O8)CO)O)O)O[C@H]9[C@@H]([C@H]([C@@H]([C@H](O9)CO)O[C@H]1[C@@H]([C@H]([C@H]([C@H](O1)CO)O[C@@]1(C[C@@H]([C@H]([C@@H](O1)[C@@H]([C@@H](CO)O)O)NC(=O)CO)O)C(=O)O)O)O)O)NC(=O)C)O)O[C@@H]1[C@H]([C@H]([C@@H]([C@H](O1)CO)O)O)O[C@H]1[C@@H]([C@H]([C@@H]([C@H](O1)CO)O[C@H]1[C@@H]([C@H]([C@H]([C@H](O1)CO)O[C@H]1[C@@H]([C@H]([C@H]([C@H](O1)CO)O)O)O)O)O)O)NC(=O)C)O)O)O)NC(=O)C)O The molecule is an amino oligosaccharide that is a branched pentadecasaccharide derivative comprising N-glycoloylneuraminic acid, D-galactose, N-acetyl-D-glucosamine and D-mannoseD residues linked as shown. It constitutes the N-glycan moiety in bovine thyroglobulin. It is an amino oligosaccharide, a glucosamine oligosaccharide and a N-glycan derivative.